C(C(=O)O)(=O)O.N1CCC12CN(C2)C(=O)OC(C)(C)C tert-butyl 1,6-diazaspiro[3.3]heptane-6-carboxylate oxalate